ClC1=CC=C(CN2C(=NC=3N(C(N(C(C23)=O)CCCO)=O)C)C#CC(C)N2CCCC2)C=C1 (4-chlorobenzyl)-1-(3-hydroxypropyl)-3-methyl-8-(3-(pyrrolidin-1-yl)but-1-yn-1-yl)-3,7-dihydro-1H-purine-2,6-dione